BrC1=CC=2N=C(NC(C2S1)=O)[C@H]1N(CCCC1)C(=O)OC(C)(C)C tert-Butyl (2S)-2-(6-bromo-4-oxo-3,4-dihydrothieno[3,2-d]pyrimidin-2-yl)piperidine-1-carboxylate